6-isopropoxy-N-(4-(1-(2,2,2-trifluoroethyl)-1H-pyrazol-4-yl)quinolin-8-yl)nicotinamide C(C)(C)OC1=NC=C(C(=O)NC=2C=CC=C3C(=CC=NC23)C=2C=NN(C2)CC(F)(F)F)C=C1